N-butyl-2-(4-(5-fluoro-1H-indole-2-carbonyl)piperazin-1-yl)-2-oxoacetamide C(CCC)NC(C(=O)N1CCN(CC1)C(=O)C=1NC2=CC=C(C=C2C1)F)=O